(2S,3R)-3-[(dimethylsulfamoyl)amino]-4,4-difluoro-2-{[2-fluoro-3-(6-methylpyridin-2-yl)phenyl]methyl}-N,N-dimethyl-pyrrolidine-1-carboxamide CN(S(=O)(=O)N[C@@H]1[C@@H](N(CC1(F)F)C(=O)N(C)C)CC1=C(C(=CC=C1)C1=NC(=CC=C1)C)F)C